C(C)OC1=NC=CC=C1C1=CC=C(C=C1)C1CCNCC1 4-[4-(2-ethoxypyridin-3-yl)phenyl]Piperidine